Cl.CC1=C(C(=CC=C1)C)NC(=S)C1NCCCC1 N-(2,6-dimethylphenyl)piperidine-2-thiocarboxamide hydrochloride